C(C)(C)(C)C1=NC(=NO1)C(=O)NCC1=C(C=C(C=C1)C1=NC=NN2C1=CC(=C2)CCN2CCC(CC2)C2=C(C=C(C=C2)OC2C(NC(CC2)=O)=O)F)C 5-(tert-butyl)-N-(4-(6-(2-(4-(4-((2,6-dioxopiperidin-3-yl)oxy)-2-fluorophenyl)piperidin-1-yl)ethyl)pyrrolo[2,1-f][1,2,4]triazin-4-yl)-2-methylbenzyl)-1,2,4-oxadiazole-3-carboxamide